CC(C(=O)OCC(C(F)(F)F)OC(C(=C)C)=O)=C [3,3,3-trifluoro-2-(2-methylprop-2-enoyloxy)propyl] 2-methylprop-2-enoate